N-[(pentafluorophenoxy)(((S)-1-(neopentyloxycarbonyl)-2-phenylethyl)amino)phosphoryl]-L-phenylalanine neopentyl ester C(C(C)(C)C)OC([C@@H](NP(=O)(N[C@@H](CC1=CC=CC=C1)C(=O)OCC(C)(C)C)OC1=C(C(=C(C(=C1F)F)F)F)F)CC1=CC=CC=C1)=O